3-Amino-4-(3-hydroxy-2-methylphenyl)-1,5-naphthyridine-2-carboxamide NC=1C(=NC2=CC=CN=C2C1C1=C(C(=CC=C1)O)C)C(=O)N